OC=1C(=NNC1C(C)C)C(C)C 4-hydroxy-3,5-diisopropyl-pyrazol